6-bromo-8-fluoro-2-(3-fluoropropyl)-1,2,3,4-tetrahydroisoquinoline BrC=1C=C2CCN(CC2=C(C1)F)CCCF